(1r,4R)-4-(3-chloroanilino)-2'-[(2R)-2-methyl-3-{[(5S)-5-methyl-5,6,7,8-tetrahydroquinolin-4-yl]oxy}propyl]spiro[cyclohexane-1,1'-indene]-4-carboxylic acid ClC=1C=C(NC2(CCC3(C(=CC4=CC=CC=C34)C[C@H](COC3=CC=NC=4CCC[C@@H](C34)C)C)CC2)C(=O)O)C=CC1